C(C)(C)(C)OC(=O)N1CCC(CC1)N1N=C(C(=C1)I)OCC1=C(C=C(C=C1)C#N)F 4-[3-[(4-cyano-2-fluoro-phenyl)methoxy]-4-iodo-pyrazol-1-yl]piperidine-1-carboxylic acid tert-butyl ester